ClCCN1CC(CCC1)N1N=C(C2=C1C=1C=CC=C(C1S(C2)(=O)=O)F)C2=NN=C1COCCN12 1-(1-(2-chloroethyl)piperidin-3-yl)-3-(6,8-dihydro-5H-[1,2,4]triazolo[3,4-c][1,4]oxazin-3-yl)-6-fluoro-1,4-dihydrothiochromeno[4,3-c]pyrazole 5,5-dioxide